exo-pyrimidone N1C(N=CC=C1)=O